1-(4-benzylpiperazine-1-carbonyl)-1H-pyrazole-3-carboxylic acid tert-butyl ester C(C)(C)(C)OC(=O)C1=NN(C=C1)C(=O)N1CCN(CC1)CC1=CC=CC=C1